C(C)(C)(C)OC(=O)NC1(CC2=CC(=CC=C2CC1)OC1=CC2=CC=CC=C2C=C1)C(=O)OC methyl 2-((tert-butoxycarbonyl)amino)-7-(naphthalene-2-yloxy)-1,2,3,4-tetrahydronaphthalene-2-carboxylate